7-((2S,5R)-2,5-diethyl-4-(1-(4-fluoro-2-methoxyphenyl)ethyl)piperazin-1-yl)-4-methyl-2,4-dihydro-5H-pyrazolo[4,3-b]pyridin-5-one C(C)[C@@H]1N(C[C@H](N(C1)C(C)C1=C(C=C(C=C1)F)OC)CC)C=1C=2C(N(C(C1)=O)C)=CNN2